tert-butyl 2-[1-[2-[4-(4-acetylpiperazin-1-yl)phenyl]-3,6-dimethyl-4-oxo-chromen-8-yl]ethylamino]benzoate C(C)(=O)N1CCN(CC1)C1=CC=C(C=C1)C=1OC2=C(C=C(C=C2C(C1C)=O)C)C(C)NC1=C(C(=O)OC(C)(C)C)C=CC=C1